N-(hydroxyethyl)-N,N-bis(trimethoxy-silylpropyl)amine OCCN(C(CC([SiH3])(OC)OC)OC)C(CC([SiH3])(OC)OC)OC